ethyl (2e)-3-(dimethylamino)prop-2-enoate CN(/C=C/C(=O)OCC)C